1-(4-(5-cyclopropyl-2H-tetrazol-2-yl)piperidin-1-yl)-2-(4-methyl-1,2,5-oxadiazol-3-yl)ethan-1-one C1(CC1)C=1N=NN(N1)C1CCN(CC1)C(CC1=NON=C1C)=O